2-(((2s,6s)-6-((4-bromophenoxy)methyl)-2-methyl-1,4-dioxan-2-yl)methoxy)ethan-1-ol BrC1=CC=C(OC[C@@H]2COC[C@](O2)(C)COCCO)C=C1